COC1=C(C=C2C(=NC(=NC2=C1)C)N[C@H](C)C1=CC(=CC(=C1)C(F)(F)F)[N+](=O)[O-])C=1CCN(CC1)C(=O)OC(C)(C)C tert-butyl (R)-4-(7-methoxy-2-methyl-4-((1-(3-nitro-5-(trifluoromethyl)phenyl)ethyl)amino)quinazolin-6-yl)-3,6-dihydropyridin-1(2H)-carboxylate